NC1=C2N=CN(C2=NC(=N1)Cl)[C@H]1[C@@H]([C@@H]([C@H](O1)COC(C1=CC=CC=C1)(C1=CC=CC=C1)C1=CC=C(C=C1)OC)O)O[Si](C)(C)C(C)(C)C (2R,3R,4R,5R)-5-(6-amino-2-chloro-9H-purin-9-yl)-4-((tert-butyldimethylsilyl)oxy)-2-(((4-methoxyphenyl)diphenylmethoxy)methyl)-tetrahydrofuran-3-ol